ClCC=1OC=NN1 2-(chloromethyl)-1,3,4-oxadiazole